ClC1=C(N=C(C=2C(N3[C@@H](COC21)CN(CC3)C(=O)OC(C)(C)C)=O)N3C[C@H](N(CC3)C)C)C3=C(C=CC=C3O)F tert-butyl (6aR)-4-chloro-1-((R)-3,4-dimethylpiperazin-1-yl)-3-(2-fluoro-6-hydroxyphenyl)-12-oxo-6a,7,9,10-tetrahydro-12H-pyrazino[2,1-c]pyrido[3,4-f][1,4]oxazepine-8(6H)-carboxylate